3-(8-(4,5,6-trimethyl-3-oxo-3,4-dihydropyrazin-2-yl)imidazo[1,2-a]pyridin-5-yl)propionic acid CN1C(C(=NC(=C1C)C)C=1C=2N(C(=CC1)CCC(=O)O)C=CN2)=O